COC=1C=C(C=CC1OC)C=1NC2=CC=C(C=C2C1C(C)C)C1=NN=C(O1)C(=O)NC1CCN(CC1)C(C)C 5-(2-(3,4-dimethoxyphenyl)-3-isopropyl-1H-indol-5-yl)-N-(1-isopropylpiperidin-4-yl)-1,3,4-oxadiazole-2-carboxamide